C(C)OC(C(C)(C)[C@@H]1CN(CC1)C(=O)[O-])=O (R)-3-(1-ethoxy-2-methyl-1-oxopropan-2-yl)pyrrolidine-1-carboxylate